Isopropyl 2-aminoethylmethacrylate carbamate C(N)(O)=O.NCCC=C(C(=O)OC(C)C)C